OC1=C(C=C(C=C1)C(CC(=O)OCCOC(CC(C)(C1=CC(=C(C=C1)O)C(C)(C)C)C1=CC(=C(C=C1)O)C(C)(C)C)=O)(C)C1=CC(=C(C=C1)O)C(C)(C)C)C(C)(C)C ethylene glycol bis[3,3-bis(4-hydroxy-3-t-butylphenyl) butyrate]